3-(((2-(dimethylamino) ethoxy) (hydroxy) phosphoryl) oxy)-2-hydroxypropyl (9Z,12Z,15E)-octadeca-9,12,15-trienoate C(CCCCCCC\C=C/C\C=C/C\C=C\CC)(=O)OCC(COP(=O)(O)OCCN(C)C)O